tert-butyl 3-(5'-bromo-1-methyl-1H,2'H-[3,3'-bipyrazol]-2'-yl)pyrrolidine-1-carboxylate BrC=1C=C(N(N1)C1CN(CC1)C(=O)OC(C)(C)C)C1=NN(C=C1)C